1-(5-bromo-2-hydroxy-3-iodophenyl)-3-morpholinopropane-1,3-dione BrC=1C=C(C(=C(C1)C(CC(=O)N1CCOCC1)=O)O)I